O1N=C(N=C1)C(=O)N 1,2,4-oxadiazole-3-carboxamide